FC=1C=C2CN(CC2=CC1)C=1OC2=C(C=C(C=C2C(C1C)=O)C)\C(\C)=N/[S@@](=O)C(C)(C)C (NZ,S)-N-[1-[2-(5-fluoroisoindolin-2-yl)-3,6-dimethyl-4-oxo-chromen-8-yl]ethylidene]-2-methyl-propane-2-sulfinamide